N-(4-methoxyphenyl)-N-propionylpropionamide COC1=CC=C(C=C1)N(C(CC)=O)C(CC)=O